CC1=C(C(=O)NC2(CC2)C2=C3C=CC=NC3=CC(=C2)C#CC(F)(F)F)C=C(C=C1)OC[C@H]1N(CC1)C (S)-2-Methyl-5-((1-methylazetidin-2-yl)methoxy)-N-(1-(7-(3,3,3-trifluoroprop-1-yn-1-yl)quinolin-5-yl)cyclopropyl)benzamide